FC1=C(C=CC(=C1)I)NC=1N(C(C(=CC1)C)=O)C 2-((2-fluoro-4-iodophenyl)amino)-1,5-dimethyl-6-oxo-1,6-dihydropyridine